(2R,3S,4R)-1-(2-(3-acetyl-5-(2-methylpyrimidin-5-yl)-1H-indazol-1-yl)acetyl)-4-amino-N-(6-bromopyridin-2-yl)-3-fluoropyrrolidine-2-carboxamide C(C)(=O)C1=NN(C2=CC=C(C=C12)C=1C=NC(=NC1)C)CC(=O)N1[C@@H]([C@H]([C@@H](C1)N)F)C(=O)NC1=NC(=CC=C1)Br